lignoceryl tetracos-15-enoate C(CCCCCCCCCCCCCC=CCCCCCCCC)(=O)OCCCCCCCCCCCCCCCCCCCCCCCC